3-(glycidoxymethyl)styrene C(C1CO1)OCC=1C=C(C=C)C=CC1